[(1S)-1-[(1S,4aR,5R,8aS)-2-[2-(2-chloro-6-cyano-3-methoxyphenyl)acetyl]-1-methyl-3,4,4a,5,6,7,8,8a-octahydro-1H-isoquinolin-5-yl]-2,2,2-trifluoroethyl] benzoate C(C1=CC=CC=C1)(=O)O[C@H](C(F)(F)F)[C@H]1[C@@H]2CCN([C@H]([C@H]2CCC1)C)C(CC1=C(C(=CC=C1C#N)OC)Cl)=O